CN(CCCOC1=C(C=C(C(=C1)C(=O)[O-])OCCCN(C)C)C(=O)[O-])C 2,5-bis[3-(dimethylamino)propoxy]benzene-1,4-dicarboxylate